C(C)(C)(C)OC(=O)N[C@H](C(=O)O)CP(=O)(OCC)OCC (R)-2-((tert-butoxycarbonyl)amino)-3-(diethoxyphosphoryl)-propionic acid